C/C(/CC=1C(C=CC(C1)=O)=O)=C(/C)\CCC(=C(C)C)C\C=C(/C)\CCC=C(C)C 2-methyl-6-geranylgeranylbenzoquinone